4-({(6S,9S,9aS)-1-(benzylcarbamoyl)-2,9-dimethyl-4,7-dioxo-8-[(quinolin-8-yl)methyl]octahydro-2H-pyrazino[2,1-c][1,2,4]triazine-6-yl}methyl)phenyl dihydrogen phosphate P(=O)(OC1=CC=C(C=C1)C[C@H]1C(N([C@H]([C@@H]2N(N(CC(N21)=O)C)C(NCC2=CC=CC=C2)=O)C)CC=2C=CC=C1C=CC=NC21)=O)(O)O